n-octanoic anhydride silicon [Si].C(CCCCCCC)(=O)OC(CCCCCCC)=O